di-n-butyl-dimethoxytin C(CCC)[Sn](OC)(OC)CCCC